COC1(CCNCC1C(=O)C1=NC=CC=C1OC[C@@H]1C[C@@H](C1)C(F)(F)F)N1C(C=CC=C1)N 1-(4-methoxy-5-{[(cis-3-(trifluoromethyl)-cyclobutyl)methoxy]-pyridine-2-carbonyl}piperidin-4-yl)pyridin-2-amine